Methyl (2S)-1-((4-phenylbutanoyl)alanyl)piperidine-2-carboxylate C1(=CC=CC=C1)CCCC(=O)N[C@@H](C)C(=O)N1[C@@H](CCCC1)C(=O)OC